2-bromo-1-(3,5-dihydroxyphenyl)-ethanone BrCC(=O)C1=CC(=CC(=C1)O)O